NCCNCCC[Si](OC)(OC)C N-β-aminoethyl-γ-aminopropyl-methyl-dimethoxysilane